(S)-5-methyl-1,1-dioxo-1,2,5-thiadiazolidine-3-carboxylic acid methyl ester COC(=O)[C@H]1NS(N(C1)C)(=O)=O